ClC=1C=C2C(=NN1)N(N=C2C(C)C2=CC=CC=C2)C 5-chloro-1-methyl-3-(1-phenylethyl)pyrazolo[3,4-c]pyridazine